BrC1=C(C=C(N)C=C1)S(F)(F)(F)(F)F 4-bromo-3-(pentafluoro-lambda6-sulfanyl)aniline